(1aS,5aS)-2-(5-Cyclopentyl-pyridin-2-yl)-1a,2,5,5a-tetrahydro-1H-2,3-diaza-cyclopropa[a]pentalene-4-carboxylic acid (2-hydroxy-1,1-dimethyl-ethyl)-amide OCC(C)(C)NC(=O)C=1C=2C[C@H]3[C@@H](C2N(N1)C1=NC=C(C=C1)C1CCCC1)C3